(R)-N-(4,4-difluoro-1-methylpyrrolidin-3-yl)-5-(1-(2-fluoroethyl)-1H-benzo[d][1,2,3]triazol-6-yl)-4-methoxypyrrolo[2,1-f][1,2,4]triazin-2-amine FC1([C@@H](CN(C1)C)NC1=NN2C(C(=N1)OC)=C(C=C2)C=2C=CC1=C(N(N=N1)CCF)C2)F